[C@H]1(CCC2=CC=CC=C12)NC1=C2N=CN(C2=NC(=N1)C#CC)[C@@H]1SC[C@H]([C@H]1O)O (2R,3R,4S)-2-[6-[[(1R)-indan-1-yl]amino]-2-prop-1-ynyl-purin-9-yl]tetrahydrothiophene-3,4-diol